5-fluoro-3-{4-[5-(trifluoromethyl)-1,2,4-oxadiazol-3-yl]benzyl}-1,3-dihydro-2H-indol-2-one FC=1C=C2C(C(NC2=CC1)=O)CC1=CC=C(C=C1)C1=NOC(=N1)C(F)(F)F